ClC1=CC=C(C=C1)N(C(=O)C=1OC(=CN1)C1=CC=C(C=C1)C)C N-(4-chlorophenyl)-N-methyl-5-(p-tolyl)oxazole-2-carboxamide